C(\C=C/C(=O)O)(=O)O.C(\C=C/C(=O)O)(=O)O.C1(NC(C2=CC=CC=C12)=O)=O isoindoline-1,3-dione dimaleate